(1-(tetrahydro-2H-pyran-2-yl)-3-(trifluoromethyl)-1H-pyrazol-5-yl)acetic acid O1C(CCCC1)N1N=C(C=C1CC(=O)O)C(F)(F)F